F[C@@H](C1(CC1)C=1C=C(C=CC1)N1C(C2=CC(=CC(=C2C1)C(F)(F)F)CN1CC(C1)(C)O)=O)C1=NN=CN1C (S)-2-(3-(1-(fluoro(4-methyl-4H-1,2,4-triazol-3-yl)methyl)cyclopropyl)phenyl)-6-((3-hydroxy-3-methylazetidin-1-yl)methyl)-4-(trifluoromethyl)isoindolin-1-one